CC1(CC[C@@H](CO1)NC=1N=NC(=C2C1C=NC=C2)C2=C(C=C(C=C2)C)O)C (S)-2-(4-((6,6-dimethyltetrahydro-2H-pyran-3-yl)amino)pyrido[3,4-d]pyridazin-1-yl)-5-methylphenol